NC1=CC=C(CC2CCN(CC2)C(=O)[O-])C=C1 4-(4-aminobenzyl)piperidine-1-carboxylate